6-chloro-3-((1-(6-fluoro-2-(5-fluoropyridin-2-yl)-3-methyl-4-oxo-3,4-dihydro-quinazolin-8-yl)ethyl)amino)picolinic acid ClC1=CC=C(C(=N1)C(=O)O)NC(C)C=1C=C(C=C2C(N(C(=NC12)C1=NC=C(C=C1)F)C)=O)F